1-methyl-2-oxo-4-{2-[4-(trifluoromethoxy)phenyl]-2,6-diazaspiro[3.4]oct-6-yl}-1,2-dihydroquinoline-3-carbonitrile CN1C(C(=C(C2=CC=CC=C12)N1CC2(CN(C2)C2=CC=C(C=C2)OC(F)(F)F)CC1)C#N)=O